2-ethyl-1-isopropyl-N-(5-(piperazin-1-yl)pyridin-2-yl)-4,5-dihydro-1H-imidazo[4,5-H]quinolin-8-amine C(C)C=1N(C2=C(CCC=3C=CC(=NC23)NC2=NC=C(C=C2)N2CCNCC2)N1)C(C)C